2-(6-chloro-5-fluoronicotinamido)benzo[d]thiazole-6-carboxylic acid ClC1=NC=C(C(=O)NC=2SC3=C(N2)C=CC(=C3)C(=O)O)C=C1F